Biphenyl-4-carboxylic acid (2-{4-[(2-bromo-phenyl)-methyl-amino]-piperidin-1-yl}-2-oxo-ethyl)-amide BrC1=C(C=CC=C1)N(C1CCN(CC1)C(CNC(=O)C1=CC=C(C=C1)C1=CC=CC=C1)=O)C